(-)-N-{3-[(1H-1,3-benzodiazol-2-yl)amino]-3-[3-(trifluoromethyl)phenyl]-propyl}-N-methylacetamide N1C(=NC2=C1C=CC=C2)NC(CCN(C(C)=O)C)C2=CC(=CC=C2)C(F)(F)F